C=1OCC=C2NC=3C=CC=CC3C21 3H-pyrano[4,3-b]indole